BrC1=C(C(=C(OC2=NC=NC=N2)C=C1)Br)Br (tribromophenoxy)-1,3,5-triazine